ClC=1C=NC(=NC1)OC1=C2[C@H](OCC2=CC=C1)CCC(F)(F)F 5-Chloro-2-[[(3R)-1,3-dihydro-3-(3,3,3-trifluoropropyl)-4-isobenzofuranyl]oxy]-pyrimidine